(R)-N-(1-(3-(difluoromethyl)-2-fluorophenyl)ethyl)-2-methyl-6-morpholinopyrido[2,3-d]Pyrimidine-4-amine FC(C=1C(=C(C=CC1)[C@@H](C)NC=1C2=C(N=C(N1)C)N=CC(=C2)N2CCOCC2)F)F